2-bromo-1-(1-(benzenesulfonyl)-1H-indol-5-yl)ethan-1-one BrCC(=O)C=1C=C2C=CN(C2=CC1)S(=O)(=O)C1=CC=CC=C1